N[C@H](C(=O)O)CC(NCC1COC1)=O (2S)-2-amino-3-{[(oxetan-3-yl)methyl]carbamoyl}propanoic acid